N-((9-ethyl-7-(thiazol-4-yl)-9H-carbazol-3-yl)methyl)ethan-1-amine C(C)N1C2=CC(=CC=C2C=2C=C(C=CC12)CNCC)C=1N=CSC1